BrC=1C=C(C=CC1)C1(COC1)C(F)C=1N(C=C(N1)F)C ((3-(3-bromophenyl)oxetan-3-yl)fluoromethyl)-4-fluoro-1-methyl-1H-imidazole